NC1=C2C(=NC=N1)N(N=C2C2=C(C=C(C=C2)OC2=CC=CC=C2)F)C[C@H]2N(CCC2)C(=O)C(C#N)=CC(C)(N2CCOCC2)C 2-[(2S)-2-[[4-amino-3-(2-fluoro-4-phenoxy-phenyl)pyrazolo[3,4-d]pyrimidin-1-yl]methyl]pyrrolidine-1-carbonyl]-4-methyl-4-morpholino-pent-2-enenitrile